C(C)(C)(C)OC(N(CCNC)C)=O methyl-(2-(methylamino)ethyl)carbamic acid tert-butyl ester